CC1=NN=C(C2=CC(=CC=C12)N1CCC2(CCNC2=O)CC1)N[C@H](C)C1=C(C(=CC=C1)C(F)(F)F)C (R)-8-(1-methyl-4-((1-(2-methyl-3-(trifluoromethyl)phenyl)ethyl)amino)phthalazin-6-yl)-2,8-diazaspiro[4.5]decan-1-one